C(C1=CC=CC=C1)N1[C@H](CN(CC1)C1COC1)CO (R)-(1-Benzyl-4-(oxetan-3-yl)piperazin-2-yl)methanol